CCCCCCCCC(CCCCCCCC)O heptadecane-9-ol